4-(4-bromo-3-cyanophenoxy)piperidine-1-carboxylic acid tert-butyl ester C(C)(C)(C)OC(=O)N1CCC(CC1)OC1=CC(=C(C=C1)Br)C#N